S1C=C(C2=C1NC=C2)C(=O)N thieno[2,3-b]pyrrole-3-carboxamide